Cl.NCCCNC(C(=C)C)=O N-(3-aminopropyl)methyl-acrylamide hydrochloride